ClC=1C=C(C=CC1Cl)C1=CC=C2CC(C(C2=C1)NC(O[C@@H]1CN2CCC1CC2)=O)(C)C (S)-quinuclidin-3-yl (6-(3,4-dichlorophenyl)-2,2-dimethyl-2,3-dihydro-1H-inden-1-yl)carbamat